2-(benzylthio)pteridin-4(3H)-one C(C1=CC=CC=C1)SC1=NC2=NC=CN=C2C(N1)=O